Tert-Butyl N-(3-{[(Tert-Butoxy)Carbonyl]({2-[(4-Chloroquinolin-7-Yl)Oxy]Ethyl})Amino}Propyl)-N-Methylcarbamate C(C)(C)(C)OC(=O)N(CCCN(C(OC(C)(C)C)=O)C)CCOC1=CC=C2C(=CC=NC2=C1)Cl